chloro-N-(piperidin-4-yl)quinolin-6-amine hydrochloride Cl.ClC1=NC2=CC=C(C=C2C=C1)NC1CCNCC1